CN([C@@H]([C@H](OCC(C)NS(=O)(=O)C1=C(C=CC=C1)[N+](=O)[O-])C)C(=O)O)C(=O)OC(C)(C)C methyl-N-(tert-butoxycarbonyl)-O-(2-((2-nitrophenyl)sulfonylamino)propyl)-L-threonine